1-[2-[2-(8-chloro-4-oxo-chromen-2-yl)-5-(trifluoromethyl)phenoxy]ethyl]-N-methylsulfonyl-pyrrolidine-2-carboxamide ClC=1C=CC=C2C(C=C(OC12)C1=C(OCCN2C(CCC2)C(=O)NS(=O)(=O)C)C=C(C=C1)C(F)(F)F)=O